NC1=CC=C(C=N1)C=1C=CC2=C(C=3CN(C(C3C=C2)=O)CC(C(=O)N)=C)C1 2-{[8-(6-aminopyridin-3-yl)-3-oxo-1H,2H,3H-benzo[e]isoindol-2-yl]methyl}prop-2-enamide